3-Oxo-2-(pyridin-4-yl)butanoic acid ethyl ester C(C)OC(C(C(C)=O)C1=CC=NC=C1)=O